Trimethylhydroxyethylammonium caprate [O-]C(=O)CCCCCCCCC.C[N+](CCO)(C)C